3,3'-dimethoxybinaphthol COC1=C(C(=C2C=CC=CC2=C1)C1=CC(=CC2=CC=CC=C12)OC)O